Cl.ClC1=C(C(=CC=C1)C)NC(=O)C1=CN=C(S1)NC1=CC(=NC(=N1)C)N1CCN(CC1)CC(=O)O 2-(4-(6-((5-((2-chloro-6-methylphenyl)carbamoyl)thiazol-2-yl)amino)-2-methylpyrimidin-4-yl)piperazin-1-yl)acetic acid HCl